N1=C(SC2=C1C1=C(C=C2)OCC1)N1C(N[C@@H]2[C@H]1CN(CC2)C(CC)CCCCC)=O |r| rac-(3ar,7as)-3-(7,8-dihydrofuro[3,2-e][1,3]benzothiazol-2-yl)-5-(oct-3-yl)octahydro-2H-imidazo[4,5-c]pyridin-2-one